tert-butyl 3-(6-{[1-(tert-butoxycarbonyl)-3-(2,3-dichloro-6-fluorophenyl)pyrrolidin-3-yl]amino}-8-fluoro-4-oxoquinazolin-3-yl)pyrazole-1-carboxylate C(C)(C)(C)OC(=O)N1CC(CC1)(C1=C(C(=CC=C1F)Cl)Cl)NC=1C=C2C(N(C=NC2=C(C1)F)C1=NN(C=C1)C(=O)OC(C)(C)C)=O